C(C1=CC=CC=C1)[C@@H]1N(C(OC1)=O)C([C@@H](C)C1CCN(CC1)C(=O)OCCCC)=O butyl 4-((S)-1-((S)-4-benzyl-2-oxooxazolidin-3-yl)-1-oxopropan-2-yl)piperidine-1-carboxylate